5-(chloromethyl)benzo[d][1,3]dioxole ClCC1=CC2=C(OCO2)C=C1